C(#N)C1=CC(=C(C=C1)NS(=O)(=O)C1=CNC2=CC(=CC=C12)C(C)C)F N-(4-cyano-2-fluorophenyl)-6-(prop-2-yl)-1H-indole-3-sulfonamide